methyl (E)-4-[3-[[6-[2-(2-oxanyl)-3-pyrazolyl]-3-pyridinyl]oxymethyl]phenyl]-3-butenoate O1C(CCCC1)N1N=CC=C1C1=CC=C(C=N1)OCC=1C=C(C=CC1)/C=C/CC(=O)OC